FC(C(=O)O)(F)F.CC=1C=C(C=CC1OC1=CC2=C(N(C=N2)C)C=C1)NC=1C2=C(N=CN1)C=NC(=N2)OC2CC(C2)NC N-(3-methyl-4-((1-methyl-1H-benzo[d]imidazol-5-yl)oxy)phenyl)-6-((1R,3R)-3-(methylamino)cyclobutoxy)pyrimido[5,4-d]pyrimidin-4-amine trifluoroacetate